(2R,5S)-2,5-diethylpiperazine-1-carboxylic acid tert-butyl ester C(C)(C)(C)OC(=O)N1[C@@H](CN[C@H](C1)CC)CC